C(#N)[C@]1(CC12CC2)C=2C=C1C=C(N=CC1=CC2)NC(=O)C2CC21COCC1 N-(6-((S)-1-cyanospiro[2.2]pentan-1-yl)isoquinolin-3-yl)-5-oxaspiro[2.4]heptane-1-carboxamide